ClC1=C(N=C(N=N1)N[C@@H]1[C@H](COC1)O)C (3R,4S)-4-((6-chloro-5-methyl-1,2,4-triazin-3-yl)amino)tetrahydrofuran-3-ol